5-(5-cyclopropyl-2-fluoropyridin-3-yl)-1-ethyl-N-[(3S)-9-fluoro-2-oxo-5-phenyl-1,3-dihydro-1,4-benzodiazepine-3-Yl]pyrazole-4-carboxamide C1(CC1)C=1C=C(C(=NC1)F)C1=C(C=NN1CC)C(=O)N[C@@H]1C(NC2=C(C(=N1)C1=CC=CC=C1)C=CC=C2F)=O